FC1(CN(CC12CC2)C2=NC=C(C=1C2=CN(N1)C=1C(NC(NC1)=O)=O)F)F 5-[4-(7,7-difluoro-5-azaspiro[2.4]hept-5-yl)-7-fluoro-pyrazolo[4,3-c]pyridin-2-yl]-1H-pyrimidine-2,4-dione